C(#N)C1=CC=C(CNC([C@H](C)NC([C@@H](CCC2=CC=CC=C2)NC(OC(C)(C)C)=O)=O)=O)C=C1 tert-butyl ((R)-1-(((S)-1-((4-cyanobenzyl)amino)-1-oxopropan-2-yl)amino)-1-oxo-4-phenylbutan-2-yl)carbamate